4-{1-[4-(diphenyl-1,3,5-triazin-2-yl)phenyl]naphthalen-2-yl}-4,6-diphenyl-1,3,5-triazine C1(=CC=CC=C1)C1=NC(=NC(=N1)C1=CC=C(C=C1)C1=C(C=CC2=CC=CC=C12)C1(NC=NC(=N1)C1=CC=CC=C1)C1=CC=CC=C1)C1=CC=CC=C1